CN1N=NC(=C1NC(OC(C)C=1C(=NOC1)C)=O)C1=NC(=C(C=C1)NS(=O)(=O)C)C 1-(3-methyl-isoxazol-4-yl)ethyl (1-methyl-4-(6-methyl-5-(methyl-sulfonamido)pyridin-2-yl)-1H-1,2,3-triazol-5-yl)carbamate